OC=1C=C(C2=C(O[C@H]3C(OC2=O)=C(C([C@@H]([C@]3(C)OC)O)=O)C)C1C)C (5aS,6S,7R)-3,7-dihydroxy-6-methoxy-1,4,6,9-tetramethyl-6,7-dihydro-11H-dibenzo[b,e][1,4]dioxepine-8,11(5aH)-dione